COC(C(C)=O)(C)OC 3,3-dimethoxybutan-2-one